NC=1C(=NC=CC1C)Br 3-amino-2-bromo-4-picoline